NCC(CN1N=CN(C1=O)C1=NC=C(C=C1C)C=1C=NC(=CC1)N1CCNCC1)=C(F)F 2-[2-(aminomethyl)-3,3-difluoro-allyl]-4-[3-methyl-5-(6-piperazin-1-yl-3-pyridinyl)-2-pyridinyl]-1,2,4-triazol-3-one